C(C)(=O)OC1=CC(=CC2=CC=CC(=C12)CC)OCOC [8-ethyl-3-(methoxymethoxy)-1-naphthyl] acetate